9-fluoro-3-[5-(4-iodo-1H-pyrrol-2-yl)-1,2,4-oxadiazol-3-yl]-1,3,4,11,12,12a-hexahydropyrido[1,2-b][2]benzazepin-6(2H)-one FC=1C=CC2=C(CCC3N(C2=O)CC(CC3)C3=NOC(=N3)C=3NC=C(C3)I)C1